1,3-pentandiol monoisobutyrate C(C(C)C)(=O)O.C(CC(CC)O)O